5-amino-1-(2-((2-((3-chloro-2-fluorophenylmethyl)amino)-2-oxoethyl)(cyclopropyl)amino)-2-oxoethyl)-1H-indazole-3-carbonylAmine NC=1C=C2C(=NN(C2=CC1)CC(=O)N(C1CC1)CC(=O)NCC1=C(C(=CC=C1)Cl)F)C(=O)N